C(#N)C=1C=NN2C1C(=CC(=C2)C=2N=NN(C2C)C2CCN(CC2)C(=O)OC(C)(C)C)OC(C)C2=CN=CC1=CC=CC=C21 tert-Butyl 4-[4-[3-cyano-4-[1-(4-isoquinolyl)ethoxy]pyrazolo[1,5-a]pyridin-6-yl]-5-methyl-triazol-1-yl]piperidine-1-carboxylate